bismuth(III) tris(4-fluorobenzoate) FC1=CC=C(C(=O)[O-])C=C1.FC1=CC=C(C(=O)[O-])C=C1.FC1=CC=C(C(=O)[O-])C=C1.[Bi+3]